(2R,5S)-5-(4-Chlorobenzyl)-4-(4-(1,5-dimethyl-1H-pyrazol-3-yl)cyclohexyl)-2-(5-methyl-1H-pyrazol-3-yl)morpholin ClC1=CC=C(C[C@H]2CO[C@H](CN2C2CCC(CC2)C2=NN(C(=C2)C)C)C2=NNC(=C2)C)C=C1